NC[C@H]1N(CCC1)C(=O)C1=C(C2=C(CCC3=CN(N=C23)CC2=NC=CC=C2)O1)C [(2S)-2-(Aminomethyl)pyrrolidin-1-yl][8-methyl-2-(pyridin-2-ylmethyl)-4,5-dihydro-2H-furo[2,3-g]indazol-7-yl]methanon